(2R,4R)-6-chloro-4-hydroxy-N-(3-{3-[cis-3-(trifluoromethoxy)cyclobutyl]-1,2,4-oxadiazol-5-yl}bicyclo[1.1.1]pentan-1-yl)-3,4-dihydro-2H-1-benzopyran-2-carboxamide ClC=1C=CC2=C([C@@H](C[C@@H](O2)C(=O)NC23CC(C2)(C3)C3=NC(=NO3)[C@@H]3C[C@@H](C3)OC(F)(F)F)O)C1